3-(4-methylpiperazin-1-yl)propoxylquinoline-3-carbonitrile CN1CCN(CC1)CCCOC1=NC2=CC=CC=C2C=C1C#N